(4S)-4-(2-(1-ethyl-3-(trifluoromethyl)-1H-pyrazol-4-yl)phenyl)-6-((E)-4-(2-methylpyrrolidin-1-yl)but-2-enoyl)-4,5,6,7-tetrahydrothieno[2,3-c]pyridine-2-carbonitrile C(C)N1N=C(C(=C1)C1=C(C=CC=C1)[C@H]1C2=C(CN(C1)C(\C=C\CN1C(CCC1)C)=O)SC(=C2)C#N)C(F)(F)F